C1(CC1)C1=C2C(=NC(=C1)NC1=C(C=C(C=C1)S(=O)(=O)C)OC)NC=C2C#N 4-cyclopropyl-6-((2-methoxy-4-(methylsulfonyl)phenyl)amino)-1H-pyrrolo[2,3-b]pyridine-3-carbonitrile